tetramethylbutyl phenyl ether C1(=CC=CC=C1)OC(C(CC)(C)C)(C)C